(difluoromethyl)-6-morpholino-[4,5'-bipyrimidin]-2'-amine FC(F)C1=NC(=CC(=N1)C=1C=NC(=NC1)N)N1CCOCC1